Pentyl hexanoate (amyl caproate) C(CCCC)C(C(=O)O)CCCC.C(CCCCC)(=O)OCCCCC